BrC=1C=C(C2=C(N(N=C2C1)C)C=1C=C2C(CNC(C2=C(C1)OC)=O)(C)C)C#N 6-bromo-3-(8-methoxy-4,4-dimethyl-1-oxo-2,3-dihydroisoquinolin-6-yl)-2-methylindazole-4-carbonitrile